3-[4,7-difluoro-3-methyl-2-oxo-5-[4-[[4-(4-piperidylmethyl)-1-piperidyl]methyl]-1-piperidyl]benzimidazol-1-yl]piperidine-2,6-dione FC1=C(C=C(C=2N(C(N(C21)C)=O)C2C(NC(CC2)=O)=O)F)N2CCC(CC2)CN2CCC(CC2)CC2CCNCC2